(1,2,4-triisopropylcyclopentadienyl)tris(diethylamino)titanium C(C)(C)C1(C(=CC(=C1)C(C)C)C(C)C)[Ti](N(CC)CC)(N(CC)CC)N(CC)CC